FC=1C(=CC2=C(OCO2)C1)CCN1C[C@@H](C([C@@H](C1)O)O)O (3S,4r,5R)-1-(2-(6-fluorobenzo[d][1,3]dioxol-5-yl)ethyl)piperidine-3,4,5-triol